1-(3-(9H-carbazol-9-yl)-2-hydroxypropyl)-3-fluoropiperidin-2-one C1=CC=CC=2C3=CC=CC=C3N(C12)CC(CN1C(C(CCC1)F)=O)O